CC1=CC(=NC(=N1)C=1C=NC(=CC1)N1CCNCC1)NC1=NNC(=C1)C 6-methyl-N-(5-methyl-1H-pyrazol-3-yl)-2-(6-(piperazin-1-yl)pyridin-3-yl)pyrimidin-4-amine